(2,4-dimethoxybenzyl) carbazate C(NN)(=O)OCC1=C(C=C(C=C1)OC)OC